ClC=1C=C(C=CC1F)NC1=NC=NC2=CC(=C(C=C12)NC(\C=C\CN1CCN(CC1)CC=1C(=C2C(N(C(C2=CC1)=O)C1C(NC(CC1)=O)=O)=O)F)=O)OC (E)-N-(4-((3-chloro-4-fluorophenyl)amino)-7-methoxyquinazolin-6-yl)-4-(4-((2-(2,6-dioxopiperidin-3-yl)-4-fluoro-1,3-dioxoisoindolin-5-yl)methyl)piperazin-1-yl)but-2-enamide